C(OC(CC#N)C(CCN=[N+]=[N-])(C)C)(ON1C(CCC1=O)=O)=O 5-Azido-1-cyano-3,3-dimethyl-2-pentyl succinimidyl carbonate